N,N-dibutyl-p-toluenesulfonamide C(CCC)N(S(=O)(=O)C1=CC=C(C)C=C1)CCCC